N-(3-(4-amino-3-(4-phenoxyphenyl)-1H-pyrazolo[3,4-d]pyrimidin-1-yl)cyclopentyl)-N-ethyl-1H-1,2,4-triazole-1-carboxamide NC1=C2C(=NC=N1)N(N=C2C2=CC=C(C=C2)OC2=CC=CC=C2)C2CC(CC2)N(C(=O)N2N=CN=C2)CC